bis(2',6'-dimethyl-[1,1'-biphenyl]-3-yl)amine CC1=C(C(=CC=C1)C)C1=CC(=CC=C1)NC=1C=C(C=CC1)C1=C(C=CC=C1C)C